2-{7-fluoro-3-[(5-methoxy-1-methyl-1H-pyrazol-4-yl)amino]-1-methyl-1H-indazol-6-yl}propan-2-ol FC=1C(=CC=C2C(=NN(C12)C)NC=1C=NN(C1OC)C)C(C)(C)O